methyl 2-((4-(6-((4-chloro-2-fluorobenzofuran-7-yl) methoxy-d2) pyridin-2-yl) cyclohex-3-en-1-yl) methyl)-1-(((S)-oxetan-2-yl) methyl)-1H-benzo[d]imidazole-6-carboxylate ClC1=CC=C(C2=C1C=C(O2)F)C(OC2=CC=CC(=N2)C2=CCC(CC2)CC2=NC1=C(N2C[C@H]2OCC2)C=C(C=C1)C(=O)OC)([2H])[2H]